C(C)(C)(C)OC(=O)N1CC(C1)I tert-butyl-3-iodoazetidine-1-carboxylate